FC=1C=C2C(=CC(=NC2=CC1)C(F)(F)F)N[C@@H]1C[C@@H](CCC1)NC(C1=CC(=CC=C1)NS(=O)(=O)C)=O N-[(1R,3S)-3-{[6-fluoro-2-(trifluoromethyl)quinolin-4-yl]amino}cyclohexyl]-3-methanesulfonamidobenzamide